2-(6-(((1S,2S,3R,5R)-2-fluoro-8-azabicyclo[3.2.1]octan-3-yl)(methyl)amino)pyridazin-3-yl)-5-(1H-imidazol-1-yl)phenol F[C@H]1[C@@H]2CC[C@H](C[C@H]1N(C1=CC=C(N=N1)C1=C(C=C(C=C1)N1C=NC=C1)O)C)N2